CC1=C(C(=CC(=C1)C)C)[P](C1=CC=CC=C1)=O (S)-2,4,6-trimethylphenyl-(phenyl)phosphorus oxide